N-(3,4-dichloro-2-fluoro-phenyl)-6-[(3R)-3-piperidyl]pyrido[3,4-d]pyrimidin-4-amine ClC=1C(=C(C=CC1Cl)NC=1C2=C(N=CN1)C=NC(=C2)[C@H]2CNCCC2)F